C1(CC1)C=1C=C(CN(C(CN(S(=O)(=O)C2=C(C(=C(C(=C2F)F)F)F)F)CC=2C=NC=CC2C(F)(F)F)=O)C2=C(C=C(C(=O)O)C=C2)N(C)C)C=C(C1)C1CC1 4-(N-(3,5-dicyclopropylbenzyl)-2-(N-((4-(trifluoromethyl)pyridin-3-yl)methyl)-(2,3,4,5,6-pentafluoro-phenyl)sulfonamido)acetamido)-3-(dimethylamino)benzoic acid